2-(4-pentylnonyl)isoindoline-1,3-dione C(CCCC)C(CCCN1C(C2=CC=CC=C2C1=O)=O)CCCCC